(4,4-difluorocyclohexyl)methyl ((S)-4-methyl-1-oxo-1-(((S)-1-oxo-3-((S)-2-oxopyrrolidin-3-yl)propan-2-yl)amino)pentan-2-yl)carbamate CC(C[C@@H](C(N[C@H](C=O)C[C@H]1C(NCC1)=O)=O)NC(OCC1CCC(CC1)(F)F)=O)C